2-(2-chlorophenyl)-N-(2-(2-cyclopropylpropan-2-yl)-4-sulfamoyl-2H-indazol-6-yl)acetamide ClC1=C(C=CC=C1)CC(=O)NC=1C=C(C2=CN(N=C2C1)C(C)(C)C1CC1)S(N)(=O)=O